2-(2,4-dichlorophenyl)-5-[3-(trifluoromethyl)-1H-pyrazol-4-yl]-1H-pyrrole-3-carboxamide ClC1=C(C=CC(=C1)Cl)C=1NC(=CC1C(=O)N)C=1C(=NNC1)C(F)(F)F